NC1=CC(=C(C=C1)N1CCC2(CC(C2)NC(OC(C)(C)C)=O)CC1)C tert-butyl (7-(4-amino-2-methylphenyl)-7-azaspiro[3.5]nonan-2-yl)carbamate